C(C1=CC=CC=C1)[C@H]1N(C(OC1)=O)C(=O)[C@@H]1CN(C[C@H]1C1=CC=C(C=C1)C(F)(F)F)CC1=CC=CC=C1 (4R)-benzyl-3-[(3S,4R)-1-benzyl-4-(4-trifluoromethylphenyl)-pyrrolidine-3-carbonyl]-oxazolidin-2-one